S(CCC(=O)OCC(CCCCCCCC)CCCCCCCC)CCC(=O)OCC(CCCCCCCC)CCCCCCCC Di(2-octyl-1-decyl) thiodipropionate